(S)-2-(8-(5-(((5-fluoro-2,3-dihydrobenzofuran-4-yl)methyl)amino)-[1,2,4]triazolo[4,3-c]pyrimidin-8-yl)-[1,2,4]triazolo[1,5-a]pyridin-5-yl)butan-2-ol FC=1C=CC2=C(CCO2)C1CNC1=NC=C(C=2N1C=NN2)C=2C=1N(C(=CC2)[C@](C)(CC)O)N=CN1